2'-(difluoromethyl)-5'-methoxy-6-(1-(tetrahydro-2H-pyran-2-yl)-1H-pyrazol-3-yl)-[4,4'-bipyridine]-3-carboxylic acid FC(C1=NC=C(C(=C1)C1=C(C=NC(=C1)C1=NN(C=C1)C1OCCCC1)C(=O)O)OC)F